C(=O)O.ClC=1C(=CC(=NC1)NC(C1=CC(=C(C=C1)C)C1=CC2=C(N=C(N=C2)NC=2C=NN(C2)C)N2C1=NCC2)=O)C(F)(F)F N-(5-chloro-4-(trifluoromethyl)pyridin-2-yl)-4-methyl-3-(2-((1-methyl-1H-pyrazol-4-yl)amino)-8,9-dihydroimidazo[1',2':1,6]pyrido[2,3-d]pyrimidin-6-yl)benzamide formate salt